C1(=CC=CC=C1)N(C1=CC=C(C=C1)P(OC(C)C)(OC(C)C)=O)C1=CC=CC=C1 Diisopropyl (4-(diphenylamino)phenyl)phosphonate